FC(C1=NC=C(C=N1)OCC1CC(C1)N)(F)F (1s,3s)-3-(((2-(trifluoromethyl)pyrimidin-5-yl)oxy)methyl)cyclobutan-1-amine